2-(4-(ethylsulfonyl)phenyl)-N-(6-(2-methyl-2-(1-methyl-1H-pyrazol-4-yl)propionyl)pyridin-3-yl)acetamide Cobalt [Co].C(C)S(=O)(=O)C1=CC=C(C=C1)CC(=O)NC=1C=NC(=CC1)C(C(C)(C=1C=NN(C1)C)C)=O